C(#N)[C@H](C[C@@H]1C(NCCC1)=O)NC(=O)[C@H]1N([C@H]2CC([C@@H]1CC2)(F)F)C([C@@H](C2=CC=CC=C2)O)=O (1R,3S,4R)-N-((S)-1-cyano-2-((R)-2-oxopiperidin-3-yl)ethyl)-5,5-difluoro-2-((R)-2-hydroxy-2-phenylacetyl)-2-azabicyclo[2.2.2]octane-3-carboxamide